4-(4-chloro-6-methylphthalazin-1-yl)-3-methoxybenzonitrile ClC1=NN=C(C2=CC=C(C=C12)C)C1=C(C=C(C#N)C=C1)OC